O=C1NC(CCC1C1=NN(C2=CC=CC=C12)CC(=O)NCC(C)(C)C)=O 2-(3-(2,6-dioxopiperidin-3-yl)-1H-indazol-1-yl)-N-neopentylacetamide